CC=1C=NC=2N(C1)N=CC2C(=O)OCC Ethyl 6-methylpyrazolo[1,5-a]pyrimidine-3-carboxylate